NC=1C2=C(N=CN1)C(=NC(=C2)N(C)CC2CC2)C=2C(=C(C=CC2C)O)C (S)-3-(4-amino-6-((cyclopropylmethyl)(methyl)amino)pyrido[3,4-d]pyrimidin-8-yl)-2,4-dimethylphenol